methyl 3-amino-3-(5-(2,2-dimethylmorpholino)pyridin-3-yl)propanoate hydrochloride Cl.NC(CC(=O)OC)C=1C=NC=C(C1)N1CC(OCC1)(C)C